C(CCC)NC(=O)NC1CCC2(CC3(NC(N(C3=O)C)=O)C2)CC1 1-butyl-3-(2-methyl-1,3-dioxo-2,4-diazadispiro[4.1.57.15]tridecan-10-yl)urea